2-[1H-benzimidazol-2-yl-(5-fluoro-2-hydroxy-phenyl)-methyl]-6-[4-(4-piperidyl)-phenyl]isoindolin-1-one N1C(=NC2=C1C=CC=C2)C(N2C(C1=CC(=CC=C1C2)C2=CC=C(C=C2)C2CCNCC2)=O)C2=C(C=CC(=C2)F)O